N[C@@H](CCC(=O)N[C@@H](CC1=CC=C(C=C1)O)C(=O)O)C(=O)O Gamma-Glutamyl-tyrosin